2-((trans)-4-(4-nitro-1H-pyrazol-1-yl)cyclohexyl)acetaldehyde [N+](=O)([O-])C=1C=NN(C1)[C@@H]1CC[C@H](CC1)CC=O